N-((3S,4R)-3-fluoro-1-(oxetan-3-yl)piperidin-4-yl)-5-(1-(2-fluoroethyl)-2-methyl-1H-benzo[d]imidazol-6-yl)-4-methoxypyrrolo[2,1-f][1,2,4]triazin-2-amine F[C@H]1CN(CC[C@H]1NC1=NN2C(C(=N1)OC)=C(C=C2)C=2C=CC1=C(N(C(=N1)C)CCF)C2)C2COC2